L-2,4-dihydroxybutyric acid O[C@H](C(=O)O)CCO